6-methyl-2-(6-(4-methylpiperazin-1-yl)pyridin-3-yl)-5-(1-morpholinoethyl)indolizine-7-carboxylic acid CC1=C(N2C=C(C=C2C=C1C(=O)O)C=1C=NC(=CC1)N1CCN(CC1)C)C(C)N1CCOCC1